Cl.FC=1C=C2C=C(N(C2=CC1F)CC(=O)OC)C(=O)N1[C@H](CNCC1)C methyl (S)-2-(5,6-difluoro-2-(2-methylpiperazine-1-carbonyl)-1H-indol-1-yl)acetate hydrochloride